CC1=NC(=CC(=N1)NC(C)C=1C=C(C=CC1)OCC(=O)OC)C1=CC(=CC=C1)OC methyl ({3-[1-({2-methyl-6-[3-(methyloxy)phenyl]pyrimidin-4-yl}amino)ethyl]phenyl}oxy)acetate